C(CC(=C)C)C1=C(C=C(C=2C(C(=C(OC12)C1=CC=C(O)C=C1)O)=O)O)O L-8-isopentenyl-kaempferol